Dimethyl ((4-fluorophenyl)sulfonyl)carbonimidodithioate FC1=CC=C(C=C1)S(=O)(=O)N=C(SC)SC